C(C)OC(CN(C1=CNC=C1)C)=O (3R)-3-[(2-ethoxy-2-oxoethyl)(methyl)amino]pyrrole